3-Chloroaminobenzoic acid ClNC=1C=C(C(=O)O)C=CC1